(2-((2-(1-methylpiperidin-4-yl)-2H-1,2,3-triazol-4-yl)amino)-5-(trifluoromethyl)pyrimidin-4-yl)aminopropan-3-one CN1CCC(CC1)N1N=CC(=N1)NC1=NC=C(C(=N1)NCCC=O)C(F)(F)F